C1(=CC=CC=C1)C1=C(C=CC(=C1N)C1=CC=NN1)N phenyl-4-(1H-pyrazol-5-yl)benzene-1,3-diamine